FC(C=1C=C(\C=C\2/CN(C\C(\C2=O)=C/C2=CC(=CC=C2)C(F)(F)F)C(CCCC(=O)NC=2SC(=NN2)S)=O)C=CC1)(F)F 5-(3,5-Bis((E)-3-trifluoromethylbenzylidene)-4-oxopiperidin-1-yl)-5-oxo-N-(5-sulfanyl-1,3,4-thiadiazol-2-yl)pentanamide